C1(CC1)C(=O)NC1=NC=C(C(=O)NC([2H])([2H])[2H])C(=C1)NC1=C(C=2N(C=C1)N=CC2C([2H])([2H])[2H])OC 6-(Cyclopropanecarboxamido)-4-((4-methoxy-3-(methyl-d3)pyrazolo[1,5-a]pyridin-5-yl)amino)-N-(methyl-d3)nicotinamide